3'-fluoro-1'-((3-fluoro-8-methoxy-4-oxo-4,5-dihydropyrrolo[1,2-a]quinoxalin-7-yl)methyl)-N-methyl-1',2',3',6'-tetrahydro-[3,4'-bipyridine]-6-carboxamide FC1CN(CC=C1C=1C=NC(=CC1)C(=O)NC)CC=1C=C2NC(C=3N(C2=CC1OC)C=CC3F)=O